OC[C@@H](C1=NC(=NO1)C1=CC=C(C=C1)C(F)(F)F)NC(C1=CC=C(C=C1)N1CCCC1)=O N-[(1S)-2-hydroxy-1-{3-[4-(trifluoromethyl)phenyl]-1,2,4-oxadiazol-5-yl}ethyl]-4-(pyrrolidin-1-yl)benzamide